N-methyl-1-naphthoamide hydrochloride Cl.CNC(=O)C1=CC=CC2=CC=CC=C12